2-{6-[(3S,5R)-3,5-dimethylpiperazin-1-yl]pyridazin-3-yl}-5-(7-fluoro-2-methyl-2H-indazol-5-yl)pyridin-3-ol C[C@H]1CN(C[C@H](N1)C)C1=CC=C(N=N1)C1=NC=C(C=C1O)C1=CC2=CN(N=C2C(=C1)F)C